C(C)(=O)C1=C(SC=2C1=NC=CC2C2=C(C(=CC(=C2)F)F)F)C(=O)O 3-acetyl-7-(2,3,5-trifluorophenyl)thieno[3,2-b]pyridine-2-carboxylic acid